N-methyl-N-(5-methoxyphenyl)methylpropanamide CN(C(CC)=O)CC1=CC=CC(=C1)OC